NC1C2CN(CC1CC2)C=2C1=C(N=C(N2)OC[C@]23CCCN3C[C@@H](C2)F)C(=C(N=C1)C1=CC(=CC2=CC=CC=C12)O)F 4-(4-(anti-8-amino-3-azabicyclo[3.2.1]octan-3-yl)-8-fluoro-2-(((2R,7aS)-2-fluorohexahydro-1H-pyrrolizin-7a-yl)methoxy)pyrido[4,3-d]pyrimidin-7-yl)naphthalen-2-ol